C1(CC1)N(C(=O)C=1C(=NN(C1F)C)C(F)F)CC1=C(C=CC=C1)C1CC1 N-cyclopropyl-N-(2-cyclopropylbenzyl)-3-(di-fluoromethyl)-5-fluoro-1-methyl-1H-pyrazole-4-carboxamide